ClC1=CC=C(CN2C(=NC=3N(C(N(C(C23)=O)CCCO)=O)C)OC2=CC=C(C=C2)C(F)(F)F)C=C1 7-(4-chlorobenzyl)-1-(3-hydroxypropyl)-3-methyl-8-(4-(trifluoromethyl)phenoxy)-1H-purine-2,6(3H,7H)-dione